2-(N-methyl-3-bromo-1-(3-chloropyridin-2-yl)-1H-pyrazole-5-carboxamido)-3,5-dichlorobenzoyl chloride CN(C(=O)C1=CC(=NN1C1=NC=CC=C1Cl)Br)C1=C(C(=O)Cl)C=C(C=C1Cl)Cl